C1(NN=CC2=CC=CC=C12)=O PHTHALAZIN-1(2H)-ON